(3-((4,7-bis((S)-2-hydroxypropyl)-1,4,7-triazonan-1-yl)methyl)-4-hydroxybenzyl)phosphonic acid O[C@H](CN1CCN(CCN(CC1)C[C@H](C)O)CC=1C=C(CP(O)(O)=O)C=CC1O)C